CCN1C(=C(C=N1)C(=O)C2=C(C(=C(C=C2)S(=O)(=O)C)OCCOC)C)OC(C)OC(=O)OC The molecule is a benzoylpyrazole that is 1H-pyrazole substituted by an ethyl, 3-(2-methoxyethoxy)-2-methyl-4-(methylsulfonyl)benzoyl, and 1-[(methoxycarbonyl)oxy]ethoxy groups at positions 1, 4 and 5, respectively. It is an aromatic ether, a benzoylpyrazole, a carbonate ester, a member of toluenes, an aromatic ketone and a sulfone.